CC1=C(C(=O)O[C@H](C1)[C@@H](C)[C@H]2CC[C@@H]3[C@@]2(CC[C@H]4[C@H]3C[C@@H]5[C@]6([C@@]4(C(=O)C=C[C@@H]6O)CO)O5)C)C The molecule is a withanolide that is 27-deoxywithaferin A substituted by a hydroxy group at position 19. Isolated from Physalis longifolia, it exhibits antineoplastic activity. It has a role as an antineoplastic agent. It is a delta-lactone, a 4-hydroxy steroid, an enone, an ergostanoid, a primary alcohol, a secondary alcohol, a withanolide and an epoxy steroid. It derives from a withaferin A.